FC1=C(C=CC=C1C(F)(F)F)[C@@H](C)NC(=O)C1=NN(C(C(=C1)[C@H](C)O)=O)C=1C=NC=C(C1)C1=CN=NN1C N-{(R)-1-[2-Fluoro-3-(trifluoromethyl)phenyl]ethyl}-5-[(S)-1-hydroxyethyl]-1-[5-(1-methyl-1H-1,2,3-triazol-5-yl)-3-pyridyl]-6-oxo-1,6-dihydropyridazine-3-carboxamide